C1(C=CC(N1CCCCCC(=O)[O-])=O)=O epsilon-maleimidohexanoate